BrC1=CC=C(C=C1)C=1N=CC(N(C1C1=CC=C(C=C1)Br)C)=O 5,6-bis(4-bromophenyl)-1-methyl-pyrazinone